(dimethylamino)-3-thiopheneacetamide CN(C)C=1SC=CC1CC(=O)N